1-((1-(4-fluorophenyl)-5-(4-isopropylphenyl)-1H-1,2,4-triazol-3-yl)methyl)azepane FC1=CC=C(C=C1)N1N=C(N=C1C1=CC=C(C=C1)C(C)C)CN1CCCCCC1